C1=CC=C(C=2SC3=C(C21)C=CC=C3)C3=CC=C(C=C3)N(C3=CC=C(C=C3)C3=CC=CC=C3)C3=CC=CC=C3 N-[4-(dibenzothiophene-4-yl)phenyl]-N-phenyl-4-biphenylamine